ClC1=C(C=CC(=C1)Cl)C=1CCCC2=C(C1C1=C(C(=C(C=C1)C=C1CN(C1)CCCF)F)C)C=CC(=C2)C(=O)O 8-(2,4-dichlorophenyl)-9-(3-fluoro-4-((1-(3-fluoropropyl)azetidin-3-ylidene)methyl)-2-methylphenyl)-6,7-dihydro-5H-benzo[7]annulene-3-carboxylic acid